N1=NNC=2N=NC=CC21 3H-[1,2,3]-triazolo[4,5-c]pyridazine